N-(((3S,3aS)-1-oxo-7-(pyridin-4-yl)-3,3a-dihydro-1H,9H-benzo[e]oxazolo[4,3-b][1,3]oxazin-3-yl)methyl)acetamide O=C1O[C@H]([C@@H]2OC3=C(CN21)C=C(C=C3)C3=CC=NC=C3)CNC(C)=O